COC=1C=2N(N=C(C1)C=1C=C3C(=NC1)C=C(S3)[C@H]3CCN(C1(CC1)C3)C(=O)OC(C)(C)C)C=C(N2)C tert-butyl (7S)-7-[6-(8-methoxy-2-methyl-imidazo[1,2-b]pyridazin-6-yl)thieno[3,2-b]pyridin-2-yl]-4-azaspiro[2.5]octane-4-carboxylate